ethyl 2-bromo-5-chlorothiophene-3-carboxylate BrC=1SC(=CC1C(=O)OCC)Cl